FC(N1C(C2=CC=C(C=C2C=N1)S(=O)(=O)C1=CC=CC=C1)=O)(C=1C=NC=CC1)F 2-(difluoro(pyridin-3-yl)methyl)-6-(phenylsulfonyl)phthalazin-1(2H)-one